COC1=CC=CC=2CC=NCCC21 6-methoxy-4,5-dihydro-1H-benzo[d]azepin